tert-butyl 4-[[(1S)-1-[(2S,4R)-4-hydroxy-2-[[(1S)-1-[4-(4-methylthiazol-5-yl)phenyl]ethyl]carbamoyl]pyrrolidine-1-carbonyl]-2,2-dimethyl-propyl]carbamoyl]piperidine-1-carboxylate O[C@@H]1C[C@H](N(C1)C(=O)[C@H](C(C)(C)C)NC(=O)C1CCN(CC1)C(=O)OC(C)(C)C)C(N[C@@H](C)C1=CC=C(C=C1)C1=C(N=CS1)C)=O